N,N-diisopropylaminopropionamide C(C)(C)NN(C(CC)=O)NC(C)C